COC1CN(CC1)C/C=C/C(=O)N1CCC(CC1)C=1C=CN2N=CN=C(C21)NC2=CC(=C(C=C2)OC2=CC1=C(N(C=N1)C)C=C2)C (E)-4-(3-methoxypyrrolidin-1-yl)-1-(4-(4-((3-methyl-4-((1-methyl-1H-benzo[d]imidazol-5-yl)oxy)phenyl)amino)pyrrolo[2,1-f][1,2,4]triazin-5-yl)piperidin-1-yl)but-2-en-1-one